5-((5-isopropyl-2-(methylseleno)pyridin-4-yl)oxy)pyrimidine-2,4-diamine C(C)(C)C=1C(=CC(=NC1)[Se]C)OC=1C(=NC(=NC1)N)N